2-{4-[6-fluoro-2-(1-methylpyrazol-4-yl)-3H-imidazo[4,5-b]pyridin-7-yl]piperidine-1-carbonyl}-5-(trifluoromethoxy)aniline FC=1C(=C2C(=NC1)NC(=N2)C=2C=NN(C2)C)C2CCN(CC2)C(=O)C2=C(N)C=C(C=C2)OC(F)(F)F